fluoroimidazole formate C(=O)O.FC=1NC=CN1